5'-methoxy-[2,3'-biindolinylidene]-2',3-dione COC=1C=C2C(C(NC2=CC1)=O)=C1NC2=CC=CC=C2C1=O